(E)-2,6-dimethyl-4-(2-(4,4,5,5-tetramethyl-1,3,2-dioxaborolan-2-yl)vinyl)pyridine CC1=NC(=CC(=C1)\C=C\B1OC(C(O1)(C)C)(C)C)C